C(C)(C)C1=CC=C(C=C1)CC(C)(O)C(=O)C(C)(CC1=CC=C(C=C1)C(C)C)O 4-isopropylphenyl-2-hydroxy-2-propyl ketone